methyl (S)-2-((S)-2-((((3-chlorobenzyl) oxy) carbonyl)amino)-3-cyclohexylpropanamido)-5-oxo-5-(1,3,4,5-tetrahydro-2H-benzo[c]azepin-2-yl)pentanoate ClC=1C=C(COC(=O)N[C@H](C(=O)N[C@H](C(=O)OC)CCC(N2CC3=C(CCC2)C=CC=C3)=O)CC3CCCCC3)C=CC1